3-chloro-1-(3-fluorophenyl)propan-1-one ClCCC(=O)C1=CC(=CC=C1)F